C(C)(=O)N1[C@@H]([C@@H]([C@H](C2=CC(=CC=C12)Br)NC(OCC1=CC=CC=C1)=O)C)C1CC1 benzyl ((2R,3R,4R)-1-acetyl-6-bromo-2-cyclopropyl-3-methyl-1,2,3,4-tetrahydroquinolin-4-yl)carbamate